N-(3-chloro-5-(methylsulfonyl)phenyl)-5-isopropyl-4-(pyridin-2-yl)thiophene-2-carboxamide ClC=1C=C(C=C(C1)S(=O)(=O)C)NC(=O)C=1SC(=C(C1)C1=NC=CC=C1)C(C)C